3-t-butylcarbonyloxy-pyridin-4-one C(C)(C)(C)C(=O)OC1C=NC=CC1=O